O=C1[C@@H]([C@@H](CC1)C(=O)OC)CCCCC (+)-methyl (1R)-cis-3-oxo-2-pentyl-1-cyclopentanecarboxylate